2-(6-Chloro-benzothiazol-2-ylamino)-1-methyl-1H-benzoimidazole-5-carboxylic acid [2-((S)-3-hydroxy-piperidin-1-yl)-2-oxo-ethyl]-amide O[C@@H]1CN(CCC1)C(CNC(=O)C1=CC2=C(N(C(=N2)NC=2SC3=C(N2)C=CC(=C3)Cl)C)C=C1)=O